2,3,4,5,6,6-hexachloro-2,4-cyclohexadien-1-one ClC=1C(C(C(=C(C1Cl)Cl)Cl)(Cl)Cl)=O